BrC=1C=CC(=C(C1)O)C#CC1=CC=CC=C1 5-bromo-2-(phenylethynyl)phenol